C12CN(CC2C1)C=1OC2=C(N1)C=CC(=C2)N2C=C(C(C=C2C2=CC(=C(C=C2)N2C[C@@H](CC2)OC)C(F)(F)F)=O)C(=O)O 1-(2-(3-azabicyclo[3.1.0]hexane-3-yl)benzo[d]oxazol-6-yl)-6-(4-((R)-3-methoxypyrrolidin-1-yl)-3-(trifluoromethyl)phenyl)-4-oxo-1,4-dihydropyridine-3-carboxylic acid